(6As,10aR)-6,6,9-trimethyl-3-propyl-6a,7,8,10a-tetrahydrobenzo[c]chromen-1-ol CC1(OC=2C=C(C=C(C2[C@H]2[C@@H]1CCC(=C2)C)O)CCC)C